FC1=C(C(=O)C=2C=C3C(N(C=NC3=CC2)C2CC3(CN(C3)C(=O)OC(C)(C)C)C2)=O)C(=CC=C1NC(C(F)(F)F)=O)F tert-butyl 6-[6-[2,6-difluoro-3-[(2,2,2-trifluoroacetyl)amino]benzoyl]-4-oxo-quinazolin-3-yl]-2-azaspiro[3.3]heptane-2-carboxylate